OCCCCCCCCCCCCCCCCCC[N-]CCCCCCCCCCCCCCCCCC hydroxyl-dioctadecyl-amide